FC1=CC(=C(C=C1)C=1C(C(=NN(C1C)C)C(=O)NC1=CC=C(C=C1)OC1=CC=NC2=CC(=CN=C12)OC)=O)C 5-(4-Fluoro-2-methylphenyl)-N-[4-[(7-methoxy-1,5-naphthyridin-4-yl)oxy]phenyl]-1,6-dimethyl-4-oxopyridazine-3-carboxamide